FC(C1=CC=C(CNC2=CC=C(C(C(=O)O)=C2)O)C=C1)(F)F 5-(4-trifluoromethylbenzyl)aminosalicylic acid